1-(1,3-Benzodioxol-5-yl)but-3-en-2-amine hydrochloride Cl.O1COC2=C1C=CC(=C2)CC(C=C)N